C(#N)CS(C(S)=S)CCC[Si](OC)(OC)OC.C(SCC#N)(SCCC[Si](OC)(OC)OC)=S cyanomethyl [3-(trimethoxysilyl) propyl] trithiocarbonate (cyanomethyl [3-(trimethoxysilyl) propyl] trithiocarbonate)